N1C(=CC=C1)\C=C\1/C(NC2=CC=C(C=C12)NCC1=C(C#N)C=CC(=C1)F)=O (Z)-2-(((3-((1H-pyrrol-2-yl)methylene)-2-oxoindol-5-yl)amino)methyl)-4-fluorobenzonitrile